methyl 4-((1-(2-cyanoacetyl)-4-methylpiperidin-3-yl)(methyl)amino)-1H-pyrrolo[2,3-b]pyridine-5-carboxylate C(#N)CC(=O)N1CC(C(CC1)C)N(C1=C2C(=NC=C1C(=O)OC)NC=C2)C